N-[(1S)-2-[2-[(2R)-2-chloro-2-fluoro-acetyl]-2-[[(3S)-2-oxopyrrolidin-3-yl]methyl]hydrazino]-1-[(1-methylcyclopropyl)methyl]-2-oxo-ethyl]-5-(trifluoromethyl)isoxazole-3-carboxamide Cl[C@H](C(=O)N(NC([C@H](CC1(CC1)C)NC(=O)C1=NOC(=C1)C(F)(F)F)=O)C[C@H]1C(NCC1)=O)F